C(C1=CC=CC=C1)N1C(C2=CC=CC(=C2C1=O)Cl)=O 2-benzyl-4-chloroisoindoline-1,3-dione